BrC1=CC=C(C=C1)C=1C=NN(C1)C1OCCCC1 4-(4-bromophenyl)-1-(Tetrahydro-2H-pyran-2-yl)-1H-pyrazole